Cl.NC1=C2CC(CN(C2=CC=C1)C1=CC=C(C=C1)C(F)(F)F)NC(C=C)=O N-(5-amino-1-(4-(trifluoromethyl)phenyl)-1,2,3,4-tetrahydroquinolin-3-yl)acrylamide hydrochloride